C(C)(C)(C)OC(N[C@H]1CC2=C(C(=C3C=C(N=CC3=C2)C2CC2)S(NC2CC(C2)(F)F)(=O)=O)C1)=O.CN1N=CC(=C1)C1=CC=C2C(=CC=NC2=C1)OC1=CC=C(C=C1)[N+](=O)[O-] 7-(1-methyl-1H-pyrazol-4-yl)-4-(4-nitrophenoxy)quinoline tert-butyl-N-[(7S)-3-cyclopropyl-5-[(3,3-difluorocyclobutyl)sulfamoyl]-7,8-dihydro-6H-cyclopenta[g]isoquinolin-7-yl]carbamate